[Fe].[Ti].[Cu] copper-titanium-iron